C1(=CC=C(C=C1)C1=CC=CC=2NC(=NC21)C(=O)C2=CC=C(C(=O)O)C=C2)C=2CCCCC2 4-(4-(2',3',4',5'-Tetrahydro-[1,1'-biphenyl]-4-yl)-1H-benzo[d]imidazole-2-carbonyl)benzoic acid